2-amino-1-[4-[2-chloro-4-[[3-[1-(difluoromethyl)-3-(trifluoromethyl)pyrazol-4-yl]imidazo[1,2-a]pyrazin-8-yl]amino]benzoyl]piperazin-1-yl]ethanone NCC(=O)N1CCN(CC1)C(C1=C(C=C(C=C1)NC=1C=2N(C=CN1)C(=CN2)C=2C(=NN(C2)C(F)F)C(F)(F)F)Cl)=O